4H-thieno[3,2-b]pyrrole-5-carbohydrazide S1C=CC=2NC(=CC21)C(=O)NN